NCC(=O)NC(CC1=CC2=C(OCO2)C=C1)C 2-amino-N-(1-(benzo[d][1,3]dioxol-5-yl)propan-2-yl)acetamide